F[C@@H]1[C@H](C[C@@]2(CC[C@H]1N2)C)SC=2N=CC(=NC2)C2=C(C=C(C=C2)N2C=NC=C2)O 2-(5-(((1S,3S,4S,5R)-4-fluoro-1-methyl-8-azabicyclo[3.2.1]octan-3-yl)thio)pyrazin-2-yl)-5-(1H-imidazol-1-yl)phenol